C(C=C)(=O)N1[C@@H](C[C@@H](C1)C#N)COC=1C(=NC=NC1N)C=1C=C(C=C(C1)CF)NC(C1=C(C=C(C=C1)C1CC1)F)=O N-(3-(5-(((2S,4S)-1-Acryloyl-4-cyanopyrrolidin-2-yl)methoxy)-6-aminopyrimidin-4-yl)-5-fluoromethylphenyl)-4-cyclopropyl-2-fluorobenzamide